(R)-N-((R)-1-(1-((1-fluorocyclopropyl)methyl)-1H-pyrazolo[3,4-c]pyridin-5-yl)ethyl)-2-methylpropane-2-sulfinamide FC1(CC1)CN1N=CC=2C1=CN=C(C2)[C@@H](C)N[S@](=O)C(C)(C)C